4-((4-bromo-6,7-difluoro-1-(triisopropylsilyl)-1H-indol-5-yl)methyl)picolinonitrile BrC1=C2C=CN(C2=C(C(=C1CC1=CC(=NC=C1)C#N)F)F)[Si](C(C)C)(C(C)C)C(C)C